[(1S)-1-methylprop-2-ynyl]-5-(2-pyridyl)thiophene-2-sulfonamide C[C@@H](C#C)C1=C(SC(=C1)C1=NC=CC=C1)S(=O)(=O)N